C(C1=CC=CC=C1)OCCC1(CC1)CN (1-(2-(benzyloxy)ethyl)cyclopropyl)methanamine